ClC1=CC=C(CN2C(=NC3=CC=CC=C3C2=O)\C=C\C=2C=NC=CC2)C=C1 (E)-3-(4-chlorobenzyl)-2-(2-(pyridin-3-yl)vinyl)quinazolin-4(3H)-one